1-hexadecanoyl-2-(2Z,4Z-octadecadienoyl)-sn-glycero-3-phosphocholine CCCCCCCCCCCCCCCC(=O)OC[C@H](COP(=O)([O-])OCC[N+](C)(C)C)OC(=O)/C=C\C=C/CCCCCCCCCCCCC